COC1=CC2=C(SCCN2)C=C1N1N=C(C=2C=NC(=CC21)C=2C=NN1C2N=CC=C1)NC(=O)OCC(=O)O 2-(((1-(6-Methoxy-3,4-dihydro-2H-benzo[b][1,4]thiazin-7-yl)-6-(pyrazolo[1,5-a]pyrimidin-3-yl)-1H-pyrazolo[4,3-c]pyridin-3-yl)carbamoyl)oxy)acetic acid